N-[6-(2,2-difluoroethoxy)-5-fluoro-2-methoxy-3-pyridyl]-7-(difluoromethoxy)imidazo[1,2-a]pyridine-3-sulfonamide FC(COC1=C(C=C(C(=N1)OC)NS(=O)(=O)C1=CN=C2N1C=CC(=C2)OC(F)F)F)F